CC1=CC=C(C=N1)[C@H]1N(OCC1)C(=O)[C@@H]1CC[C@H](CC1)CC=1C=C(C=2N(C1)N=CN2)C trans-[(3S)-3-(6-methylpyridin-3-yl)-1,2-oxazolidin-2-yl]-[4-[(8-methyl-[1,2,4]triazolo[1,5-a]pyridin-6-yl)methyl]cyclohexyl]methanone